4-(5-chloro-1,2,3,4-tetrahydroquinolin-2-yl)benzenesulfonamide ClC1=C2CCC(NC2=CC=C1)C1=CC=C(C=C1)S(=O)(=O)N